C(=O)O.C(C)(=O)N1CCN(CC1)C=1C=2N(C=C(C1)S(=O)(=O)NC1(CC1)C)C(=NC2)C=2SC(=NN2)C(F)F 8-(4-acetylpiperazin-1-yl)-3-(5-(difluoromethyl)-1,3,4-thiadiazol-2-yl)-N-(1-methylcyclopropyl)imidazo[1,5-a]pyridine-6-sulfonamide formate